C12C(C3CC(CC(C1)C3)C2)NC(CN2C(C(=CC=C2)NC([C@H](CC\C=C\S(=O)(=O)C)NC(=O)C=2OC3=C(C2C)C=CC=C3)=O)=O)=O (S,E)-N-(1-(1-(2-(2-Adamantylamino)-2-oxoethyl)-2-oxo-1,2-dihydropyridin-3-ylamino)-6-(methylsulfonyl)-1-oxohex-5-en-2-yl)-3-methylbenzofuran-2-carboxamid